4-Bromo-5-chloro-7-[(3S)-tetrahydrofuran-3-yl]oxy-1,3-dihydrofuro[3,4-f]quinoline BrC1=C2C(=C3C=CC(=NC3=C1Cl)O[C@@H]1COCC1)COC2